3-Bromostyrene BrC=1C=C(C=C)C=CC1